4-{6-[4-(ethoxycarbonyl)-1H-pyrazol-1-yl]pyridin-3-yl}piperazine-1-carboxylic acid tert-butyl ester C(C)(C)(C)OC(=O)N1CCN(CC1)C=1C=NC(=CC1)N1N=CC(=C1)C(=O)OCC